2-[1-[6-Methyl-4-oxo-2-(2-oxo-1,7-diazaspiro[3.5]nonan-7-yl)chromen-8-yl]ethylamino]benzoic acid CC=1C=C2C(C=C(OC2=C(C1)C(C)NC1=C(C(=O)O)C=CC=C1)N1CCC2(CC(N2)=O)CC1)=O